(1S,5R)-3-(8-Cyanoquinolin-5-yl)-N'-(1-isopropylpiperidine-4-carbonyl)-5-(trifluoromethyl)-3-azabicyclo[3.1.0]hexane-1-carbohydrazide C(#N)C=1C=CC(=C2C=CC=NC12)N1C[C@@]2(C[C@@]2(C1)C(F)(F)F)C(=O)NNC(=O)C1CCN(CC1)C(C)C